C(C=C)(=O)N1CCC(CC1)[C@@H]1CCNC=2N1N=C(C2C(=O)N)C2=CC(=C(C(=C2)OC)Br)OC |o1:10| (S or R)-7-(1-acryloylpiperidin-4-yl)-2-(4-bromo-3,5-dimethoxyphenyl)-4,5,6,7-tetrahydropyrazolo[1,5-a]pyrimidine-3-carboxamide